CC([C@](N(C)C)(C(=O)O)C)CCNC(N)=N tetramethyl-L-arginine